CC1(CCN(CC1)C(=O)[O-])C 4,4-dimethylpiperidine-1-carboxylate